(S)-(1-((1H-1,2,4-triazol-5-yl)sulfonyl)pyrrolidin-3-yl)(4-(8-fluoroquinolin-4-yl)piperazin-1-yl)methanone N1N=CN=C1S(=O)(=O)N1C[C@H](CC1)C(=O)N1CCN(CC1)C1=CC=NC2=C(C=CC=C12)F